tert-butyl (3R,5S)-4-(2-acetoxyethyl)-3,5-dimethylpiperazine-1-carboxylate C(C)(=O)OCCN1[C@@H](CN(C[C@@H]1C)C(=O)OC(C)(C)C)C